C1(CCCC1)C(=O)NC1=NC=CC(=C1)C1=C(C=C(C(=O)N[C@H]2CCCC3=CC=CC=C23)C=C1)[N+](=O)[O-] (S)-4-(2-(cyclopentanecarboxamido)pyridin-4-yl)-3-nitro-N-(1,2,3,4-tetrahydronaphthalen-1-yl)benzamide